N(C)CC(=O)O.N1(CCNCC1)CCN 2-(1-piperazinyl)ethylamine-sarcosine salt